ethyl 5-(1-(tetrahydro-2H-pyran-2-yl)-4-(4,4,5,5-tetramethyl-1,3,2-dioxaborolan-2-yl)-1H-indazol-5-yl)pentanoate O1C(CCCC1)N1N=CC2=C(C(=CC=C12)CCCCC(=O)OCC)B1OC(C(O1)(C)C)(C)C